2-bromo-6-trifluoromethylbenzenesulfonamide BrC1=C(C(=CC=C1)C(F)(F)F)S(=O)(=O)N